C(C)(C)(C)OC(=O)N1CCC(CC1)(O)CCN1[C@H](CN(CC1)C(=O)OCC1=CC=CC=C1)C benzyl (3S)-4-[2-(1-tert-butoxycarbonyl-4-hydroxy-4-piperidyl)ethyl]-3-methyl-piperazine-1-carboxylate